N(=[N+]=[N-])C(COC(CC1=CC=C(C=C1)Br)=O)C=C 2-azidobut-3-en-1-yl-2-(4-bromophenyl)acetate